1-(4-bromophenylsulfonyl)-4-methylpiperazine BrC1=CC=C(C=C1)S(=O)(=O)N1CCN(CC1)C